4'-((1R,5S)-3,8-diazabicyclo[3.2.1]octan-3-yl)-2'-(((S)-1-isopropylpyrrolidin-2-yl)methoxy)-2,3,5',8'-tetrahydro-6'H-spiro[indene-1,7'-quinazolin]-6-ol [C@H]12CN(C[C@H](CC1)N2)C2=NC(=NC=1CC3(CCC21)CCC2=CC=C(C=C23)O)OC[C@H]2N(CCC2)C(C)C